tert-butyl 2-((3-((5-ethyl-2-methoxyphenyl)sulfonamido)-4-methoxybenzo[d]isoxazol-6-yl)methyl)-2,6-dihydropyrrolo[3,4-c]pyrazole-5(4H)-carboxylate C(C)C=1C=CC(=C(C1)S(=O)(=O)NC1=NOC2=C1C(=CC(=C2)CN2N=C1C(=C2)CN(C1)C(=O)OC(C)(C)C)OC)OC